acetic acid (1-{2-[4-(benzothiazol-2-yloxy)-phenyl]-ethyl}-piperidin-4-ylcarbamoyl)-methyl ester S1C(=NC2=C1C=CC=C2)OC2=CC=C(C=C2)CCN2CCC(CC2)NC(=O)COC(C)=O